3-hydroxy-2,3-dihydrobenzofuran OC1COC2=C1C=CC=C2